C(C)(=O)N[C@H]1[C@@H](O[C@@H]([C@@H]([C@@H]1OC(C)=O)OC(C)=O)COC(C)=O)OCCCCCCCCCCCC(=O)O 12-[(2R,3R,4R,5R,6R)-3-acetamido-4,5-diacetoxy-6-(acetoxymethyl)tetrahydropyran-2-yl]oxydodecanoic acid